3-(4-(Aminomethyl)pyridin-3-yl)piperidine-2,6-dione NCC1=C(C=NC=C1)C1C(NC(CC1)=O)=O